2-(6'-((2-(1-(Cyclopropylsulfonyl)-1H-pyrazol-4-yl)pyrimidin-4-yl)amino)-4'-((1-(2-fluoroethyl)piperidin-3-yl)amino)-[2,3'-bipyridin]-5-yl)propan-2-ol C1(CC1)S(=O)(=O)N1N=CC(=C1)C1=NC=CC(=N1)NC1=CC(=C(C=N1)C1=NC=C(C=C1)C(C)(C)O)NC1CN(CCC1)CCF